6-(4-methylphenyl)-2-(1-methyl-1H-pyrazol-4-yl)-3-oxo-2,3-dihydropyridazine-4-carboxylic acid methyl ester COC(=O)C=1C(N(N=C(C1)C1=CC=C(C=C1)C)C=1C=NN(C1)C)=O